CC=1C=CC(=C(C1)C1=CC=CC=C1)C1=C(C=2C(=NC=CC2)N1)CCC(=O)O 3-(2-(5-methyl-[1,1'-biphenyl]-2-yl)-1H-pyrrolo[2,3-b]pyridin-3-yl)propionic acid